(4-hydroxy-4-(hydroxymethyl)cyclohexyl)carbamic acid tert-butyl ester C(C)(C)(C)OC(NC1CCC(CC1)(CO)O)=O